1-(9Z,12Z-octadecadienoyl)-2-(11Z,14Z-eicosadienoyl)-glycero-3-phospho-(1'-sn-glycerol) CCCCC/C=C\C/C=C\CCCCCCCCCC(=O)O[C@H](COC(=O)CCCCCCC/C=C\C/C=C\CCCCC)COP(=O)(O)OC[C@H](CO)O